5-bromo-4,6-dimethyl-indan-1-one BrC=1C(=C2CCC(C2=CC1C)=O)C